NC1=CC=C(C=C1)N1CCC(CC1)(C)CN1CCC2(CCN(CC2)C(=O)C=2C=CC(=C(C2)N2C(NC(CC2)=O)=O)Cl)CC1 1-(5-(9-((1-(4-aminophenyl)-4-methylpiperidin-4-yl)methyl)-3,9-diazaspiro[5.5]undecane-3-carbonyl)-2-chlorophenyl)dihydropyrimidine-2,4(1H,3H)-dione